5-[(1,3-Dioxoisoindolin-2-yl)methyl]-4-fluoro-3-methyl-3,6-dihydro-2H-pyridine-1-carboxylic acid benzyl ester C(C1=CC=CC=C1)OC(=O)N1CC(C(=C(C1)CN1C(C2=CC=CC=C2C1=O)=O)F)C